(cis)-cyclohexane-1,4-diyl bis(3-(ditetradecylamino)propanoate) C(CCCCCCCCCCCCC)N(CCC(=O)O[C@@H]1CC[C@@H](CC1)OC(CCN(CCCCCCCCCCCCCC)CCCCCCCCCCCCCC)=O)CCCCCCCCCCCCCC